[(2S,6R)-6-(6-benzamidopurin-9-yl)-4-cyclohexyl-2-(triisopropylsilyloxymethyl)-morpholin-2-yl]methyl benzoate C(C1=CC=CC=C1)(=O)OC[C@@]1(CN(C[C@@H](O1)N1C2=NC=NC(=C2N=C1)NC(C1=CC=CC=C1)=O)C1CCCCC1)CO[Si](C(C)C)(C(C)C)C(C)C